(S)-7-(2-benzyl-3-chloro-7-oxo-2,4,5,7-tetrahydro-6H-pyrazolo[3,4-c]pyridin-6-yl)-2-cyclopropyl-9-methyl-6,7-dihydrooxazolo[5',4':4,5]benzo[1,2-b][1,4]oxazepin-8(9H)-one C(C1=CC=CC=C1)N1N=C2C(N(CCC2=C1Cl)[C@@H]1C(N(C2=C(OC1)C=C1C(=C2)OC(=N1)C1CC1)C)=O)=O